pregna-1,4,16-trien-3,11,20-trione CC(C1=CC[C@H]2[C@@H]3CCC4=CC(C=C[C@]4(C)[C@H]3C(C[C@]12C)=O)=O)=O